CSC1=CNC2=CC=CC(=C12)CC(=O)O 3-(methylthio)-1H-indol-4-yl-acetic acid